C(CC)C1=C(C(=O)[O-])C=C(C(=C1O)O)O.[O+2].[Pd+2].[Au+3].C(CC)C1=C(C(=O)[O-])C=C(C(=C1O)O)O.C(CC)C1=C(C(=O)[O-])C=C(C(=C1O)O)O.C(CC)C1=C(C(=O)[O-])C=C(C(=C1O)O)O.C(CC)C1=C(C(=O)[O-])C=C(C(=C1O)O)O.C(CC)C1=C(C(=O)[O-])C=C(C(=C1O)O)O.C(CC)C1=C(C(=O)[O-])C=C(C(=C1O)O)O gold-palladium oxygen Propylgallat